FC(S(=O)(=O)[O-])(F)F.C(C)(C)(C)C1=CC=C(C=C1)C[S+](C1C(CCCC1)=O)C1CCCCC1 4-t-butyl-phenyl-Cyclohexyl-2-oxocyclohexyl-methylsulfonium trifluoromethanesulfonate